CC=1N=CSC1C1=CC=C(C=C1)C(CCC(=O)O)=O 4-(4-(4-methylthiazol-5-yl)phenyl)-4-oxobutanoic acid